(S)-1-((R)-pyrrolidin-2-yl)isochroman-8-carbonitrile N1[C@H](CCC1)[C@H]1OCCC2=CC=CC(=C12)C#N